2-[4-[7-(Difluoro-methoxy)-9-fluoro-1,4,4-trimethyl-5H-[1,2,4]triazolo[4,3-a]quinoxalin-8-yl]-6-fluoro-1H-indol-1-yl]-ethanol FC(OC=1C=C2NC(C=3N(C2=C(C1C1=C2C=CN(C2=CC(=C1)F)CCO)F)C(=NN3)C)(C)C)F